2-(2-chloropyridin-4-yl)-5-methyl-7-(2,2,2-trifluoroethyl)-1,5-dihydro-4H-pyrrolo[3,2-c]pyridin-4-one ClC1=NC=CC(=C1)C1=CC=2C(N(C=C(C2N1)CC(F)(F)F)C)=O